CC1=C(C=C(C=N1)NC(OC(C)(C)C)=O)NC(=O)C=1C=NN2C1SC(=C2)C2=C1C=NN(C1=CC=C2)C tert-butyl (6-methyl-5-(2-(1-methyl-1H-indazol-4-yl)pyrazolo[5,1-b]thiazole-7-carboxamido)pyridin-3-yl)carbamate